[Cu].[Ti].[Pt] platinum-titanium-copper